C(CCCC)C=1NC=CC1 2-Pentylpyrrole